2-(bromomethyl)-3-methyl-pyridine hydrobromide Br.BrCC1=NC=CC=C1C